C1=CC=C(C=C1)C(=O)NC2=C(C=CC(=C2)[O-])C(=O)O The molecule is conjugate base of N-benzoyl-4-hydroxyanthranilic acid; major species at pH 7.3. It is a conjugate base of a N-benzoyl-4-hydroxyanthranilic acid.